N=1N=CN2C1CN(CC2)CC2=CC=C(C=C2)[C@H]2COC=1C(=NC=CC1)O2 (3S)-3-[4-(5,6-dihydro[1,2,4]triazolo[4,3-a]pyrazin-7(8H)-ylmethyl)phenyl]-2,3-dihydro[1,4]dioxino[2,3-b]pyridine